N[C@H](C(=O)O)CCC=1C=NC(=CC1)C(F)(F)F (2S)-2-amino-4-[6-(trifluoromethyl)-3-pyridyl]butanoic acid